3-methyl-3-[4-[5-(trifluoromethyl)pyrimidin-2-yl]piperazine-1-carbonyl]pyrrolidine-1-carboxylic acid tert-butyl ester C(C)(C)(C)OC(=O)N1CC(CC1)(C(=O)N1CCN(CC1)C1=NC=C(C=N1)C(F)(F)F)C